1-cyclopentylsulfanyl-4-methyl-benzene C1(CCCC1)SC1=CC=C(C=C1)C